dimethylmethylene(cyclopentadienyl)(9-fluorenyl)hafnium CC(C)=[Hf](C1C2=CC=CC=C2C=2C=CC=CC12)C1C=CC=C1